(1R,3S)-3-(tert-butyloxycarbonylamino)cyclopentanol acetate C(C)(=O)O[C@H]1C[C@H](CC1)NC(=O)OC(C)(C)C